CN(C)\C=N\C=1C2=C(N=CN1)N(C(=C2C=2C=NC1=CC=CC=C1C2)C#C)C21CCC(CC2)(C1)NC(=O)C=1OC=CN1 (E)-N-(4-(4-(((dimethylamino)methylene)amino)-6-ethynyl-5-(quinolin-3-yl)-7H-pyrrolo[2,3-d]pyrimidin-7-yl)bicyclo[2.2.1]heptan-1-yl)oxazole-2-carboxamide